C(C)(C)(C)OC(=O)N1C2C(C2CCCC1)Cl tert-butyl-8-chloro-2-azabicyclo[5.1.0]octane-2-carboxylate